2-(trifluoromethyl)thieno[2,3-d]pyrimidin-4-amine FC(C=1N=C(C2=C(N1)SC=C2)N)(F)F